5-(6-((1S,6R,7R)-7-(aminomethyl)-7-(2-fluorophenyl)-3-azabicyclo[4.1.0]heptan-3-yl)-1H-pyrazolo[3,4-b]pyrazin-3-yl)-1,3-dihydro-2H-benzo[d]imidazol-2-one NC[C@@]1([C@@H]2CCN(C[C@H]12)C1=CN=C2C(=N1)NN=C2C2=CC1=C(NC(N1)=O)C=C2)C2=C(C=CC=C2)F